C(C=C)OC(=O)NC1CC(N(C1)C(=O)[O-])C(=O)[O-] 4-(allyloxycarbonylamino)pyrrolidine-1,2-dicarboxylate